CN1CCN(CC1)C=1C=CC(=C(C1)NC(OC(C)(C)C)=O)[N+](=O)[O-] Tert-butyl N-[5-(4-methylpiperazin-1-yl)-2-nitro-phenyl]carbamate